BrC1=C(C=C2C(=NC(=NC2=C1F)F)N1CCOC[C@@](C1)(C)O[Si](C)(C)C(C)(C)C)C#N (S)-7-bromo-4-(6-((tert-butyldimethylsilyl)oxy)-6-methyl-1,4-oxazepan-4-yl)-2,8-difluoroquinazoline-6-carbonitrile